COC1=C(C#N)C=C(C=C1)CC(C)=O 2-methoxy-5-(2-oxopropyl)benzonitrile